1,1-difluoro-5-(4-methoxy-1H-indole-2-carbonyl)-5-azaspiro[2.4]heptan FC1(CC12CN(CC2)C(=O)C=2NC1=CC=CC(=C1C2)OC)F